3-bromo-1-methyl-1H-pyrazolo[3,4-d]pyrimidin-4-amine BrC1=NN(C2=NC=NC(=C21)N)C